2-([2,2'-bipyrimidin]-4-yl)-6-chloro-3-ethyl-4-fluoroisoindolin-1-one N1=C(N=C(C=C1)N1C(C2=CC(=CC(=C2C1CC)F)Cl)=O)C1=NC=CC=N1